C(CO)(=O)OCCCCCCCCCCCCCCCCCCCCCCCCCC hexcosyl glycolate